(RS)-5-(5-(((2R,3R,4S,5R,6R)-5-hydroxy-6-(hydroxymethyl)-3-methoxy-4-(4-(3,4,5-trifluorophenyl)-1H-1,2,3-triazol-1-yl)tetrahydro-2H-pyran-2-yl)methyl)isoxazol-3-yl)azepan-2-one O[C@@H]1[C@@H]([C@H]([C@H](O[C@@H]1CO)CC1=CC(=NO1)[C@@H]1CCC(NCC1)=O)OC)N1N=NC(=C1)C1=CC(=C(C(=C1)F)F)F |&1:15|